((2-(trimethylsilyl)ethoxy)methyl)-1H-imidazole-4-carbaldehyde C[Si](CCOCN1C=NC(=C1)C=O)(C)C